OC1=C(C=CC=C1)C1=CC2=C(N=N1)SC(=C2)[C@H]2CN(CC2)C2=NC=C(C=N2)C2=NOC(=C2)C(C(=O)OC)C(C)C methyl 2-(3-{2-[(3R)-3-[3-(2-hydroxyphenyl)thieno[2,3-c]pyridazin-6-yl]pyrrolidin-1-yl]pyrimidin-5-yl}-1,2-oxazol-5-yl)-3-methylbutanoate